C(C1CO1)[NH+](CC=C)CC=C N-glycidyl-N,N-diallyl-ammonium